2-(2-((5-Bromo-2-((4-((2-(dimethylamino)ethyl)(methyl)amino)-5-methoxy-2-methylphenyl)Amino)pyrimidin-4-yl)amino)-5-fluorophenyl)propan-2-ol dioleoyl-SN-glycero-3-phosphate C(CCCCCCC\C=C/CCCCCCCC)(=O)C(O)([C@@H](O)COP(=O)(O)O)C(CCCCCCC\C=C/CCCCCCCC)=O.BrC=1C(=NC(=NC1)NC1=C(C=C(C(=C1)OC)N(C)CCN(C)C)C)NC1=C(C=C(C=C1)F)C(C)(C)O